C(C)(C)N(C(C(=O)C1=CNC2=CC(=C(C=C12)OC)C)=O)C N-isopropyl-2-(5-methoxy-6-methyl-1H-indol-3-yl)-N-methyl-2-oxoacetamide